FC1=C(N)C=C(C=C1)C=1SC(=NN1)C=1OC=CC1 2-fluoro-5-(5-(furan-2-yl)-1,3,4-thiadiazol-2-yl)aniline